4-(N-cyclopentylamino)benzoic acid C1(CCCC1)NC1=CC=C(C(=O)O)C=C1